NC=1SC2=C(N1)CC1COCC2N1C(=O)OC(C)(C)C tert-Butyl 2-amino-4,7,8,9-tetrahydro-5H-4,8-epiminooxocino[5,4-d][1,3]thiazole-10-carboxylate